3-(2-hydroxyethyl)-3-methyl-oxetane OCCC1(COC1)C